zirconium aluminum cobalt [Co].[Al].[Zr]